cobalt bis(acetate) C(C)(=O)[O-].C(C)(=O)[O-].[Co+2]